ClC1=C(C(=CC=C1)F)N1C(C2=CC(=C(C=C2C(=N1)C(C)C1CC1)N1N=C(N(C1=O)CC)C(C)O)F)=O 2-(2-chloro-6-fluorophenyl)-4-(1-cyclopropylethyl)-6-(4-ethyl-3-(1-hydroxyethyl)-5-oxo-4,5-dihydro-1H-1,2,4-triazol-1-yl)-7-fluorophthalazin-1(2H)-one